spiro(cyclohexane-1,9'-fluorene) C1=CC=CC=2C3=CC=CC=C3C3(C12)CCCCC3